CC1=NC(=NO1)C=O 5-methyl-1,2,4-oxadiazole-3-carbaldehyde